C12CNC(C1)C2 3-azabicyclo[2.1.1]hexane